(R)-5-(but-2-yn-1-yloxy)-2-methyl-N-(1-(naphthalen-1-yl)ethyl)benzamide C(C#CC)OC=1C=CC(=C(C(=O)N[C@H](C)C2=CC=CC3=CC=CC=C23)C1)C